dimethyl-N3-propyl-1,3-butanediamine CC(CC(C)NCCC)(N)C